C1(=CC=CC=C1)C=1C(=O)NC(C1)=O.[N] nitrogen phenylmaleimide